C1NCC(C12CCS(CC2)(=O)=O)C(=O)OCC ethyl 8-thia-2-azaspiro[4.5]decane-4-carboxylate 8,8-dioxide